CC1(COC1)CN([C@H]1[C@H](CCC1)OC=1C=C2CN(C(C2=CC1)=O)C1C(NC(CC1)=O)=O)CC1(COC1)C 3-(5-(((1S,2R)-2-(bis((3-methyloxetan-3-yl)methyl)amino)cyclopentyl)oxy)-1-oxoisoindolin-2-yl)piperidine-2,6-dione